N[C@@H]1[C@H](S(C=C1)(=O)=O)C (2R,3S)-3-amino-2-methyl-2,3-dihydrothiophene-1,1-dioxide